O=C1NC(CCC1NC1=CC(=C(C=C1)C1CCN(CC1)C1CCN(CC1)CCC(=O)N[C@@H]1CC[C@H](CC1)NC1=NC=C(C(=N1)C1=CC(=CC=C1)N1C(C=CC=C1)=O)F)F)=O trans-3-(4-(4-((2,6-dioxopiperidin-3-yl)amino)-2-fluorophenyl)-[1,4'-bipiperidin]-1'-yl)-N-(4-((5-fluoro-4-(3-(2-oxopyridin-1(2H)-yl)phenyl)pyrimidin-2-yl)amino)cyclohexyl)propanamide